C1=CC=C(C(=C1)C(=O)N)SSC2=CC=CC=C2C(=O)N 2,2'-Dithiobenzamide